Methyl (2-((S)-1-(2,3-difluorobenzyl)-5-oxopyrrolidin-2-yl)acetyl)-D-valylglycinate FC1=C(CN2[C@@H](CCC2=O)CC(=O)N[C@H](C(C)C)C(=O)NCC(=O)OC)C=CC=C1F